C(C)(C)N1CCN(CC1)C1=CC=C(C=N1)C1=NC(=NC=C1)N (6-(4-isopropylpiperazin-1-yl)pyridin-3-yl)pyrimidin-2-amine